C(CCCCCCC\C=C/CCCCCCCC)(=O)C1(OCC(O1)CCN(C)C)C(CCCCCCC\C=C/CCCCCCCC)=O 2,2-dioleoyl-4-dimethylaminoethyl-[1,3]-dioxolane